ethyl trans-1-[([(1R)-1-(4-cyclopropyl-3,5-diethoxyphenyl) ethyl] {2-[(1S)-1-phenylethoxy] ethyl} carbamoyl) amino]-3-ethoxycyclobutane-1-carboxylate C1(CC1)C1=C(C=C(C=C1OCC)[C@@H](C)N(C(=O)NC1(CC(C1)OCC)C(=O)OCC)CCO[C@@H](C)C1=CC=CC=C1)OCC